CON(C(=O)CC(=O)O)C 2-[METHOXY(METHYL)CARBAMOYL]ACETIC ACID